3,3',5-triiodo-l-thyronine sodium salt [Na+].IC=1C=C(C[C@H](N)C(=O)[O-])C=C(C1OC1=CC(=C(C=C1)O)I)I